Cl.C(CC(O)(C(=O)O)CC(=O)O)(=O)O citric acid-HCl